FC=1C=CC(=NC1)C(C)=O 1-(5-fluoropyridin-2-yl)ethanone